BrC=1C=C2OC3=C(CCCC3=CC2=CC1)C=O 6-bromo-2,3-dihydro-1H-xanthene-4-carbaldehyde